ClC1=C(C#N)C(=CC=N1)NC1=CC2=C(N(C(N2CC2NC(OC2C)=O)=O)C)C=C1 2-chloro-4-((1-methyl-3-((5-methyl-2-oxooxazolidin-4-yl)methyl)-2-oxo-2,3-dihydro-1H-benzo[d]imidazol-5-yl)amino)nicotinonitrile